tert-butyl 7-(((2S,3R)-1,3-bis(benzyloxy)-1-oxobutan-2-yl) amino)-2-(4-methoxybenzyl)-1-oxo-2,5-diazaspiro[3.4]octane-5-carboxylate C(C1=CC=CC=C1)OC([C@H]([C@@H](C)OCC1=CC=CC=C1)NC1CN(C2(CN(C2=O)CC2=CC=C(C=C2)OC)C1)C(=O)OC(C)(C)C)=O